BrC1=C2C(N(C(C2=CC=C1)C)C(=O)OC(C)(C)C)=O tert-butyl 4-bromo-1-methyl-3-oxo-isoindoline-2-carboxylate